benzyl ((1r,4r)-4-(((1-(6-(2,6-dioxopiperidin-3-yl)pyridin-3-yl)piperidin-4-yl)(methyl)amino)methyl)cyclohexyl)carbamate O=C1NC(CCC1C1=CC=C(C=N1)N1CCC(CC1)N(C)CC1CCC(CC1)NC(OCC1=CC=CC=C1)=O)=O